4-amino-N,1-dimethyl-N-((1S)-1-(5-(trifluoromethyl)-2-pyridinyl)ethyl)-1H-pyrazolo[4,3-c]quinoline-8-carboxamide NC1=NC=2C=CC(=CC2C2=C1C=NN2C)C(=O)N([C@@H](C)C2=NC=C(C=C2)C(F)(F)F)C